O1CCN(CC1)C1=CC=C(C=C1)NC1=C2N=CNC2=NC(=N1)N1CC=CC2=CC=CN=C12 N-(4-morpholinophenyl)-2-(1-naphthyridinyl)-9H-purin-6-amine